CO[C@@H]1OCCC[C@]12[C@H](C=C(CC2)C)C |r| (±)-(1R*,6R*,7S*)-1-methoxy-7,9-dimethyl-2-oxaspiro[5.5]undec-8-ene